methyl-2,5-dihydroxybenzoate COC(C1=C(C=CC(=C1)O)O)=O